1-(5-(trifluoromethyl)pyridin-2-yl)cyclobutane-1-carboxamide FC(C=1C=CC(=NC1)C1(CCC1)C(=O)N)(F)F